1-(4-(t-butyl)phenyl)-1H-benzo[b]thiophen C(C)(C)(C)C1=CC=C(C=C1)S1C2=C(C=C1)C=CC=C2